CN1CCC(CC1)C(=O)NCC=1OC(=NN1)C=1SC=CC1 1-methyl-N-((5-(thiophen-2-yl)-1,3,4-oxadiazol-2-yl)methyl)piperidine-4-carboxamide